[Si](C)(C)(C(C)(C)C)OC[C@H]1N(C[C@@H]([C@H]([C@@H]1O)O)O)CCC1=CC=CC=C1 (2R,3R,4R,5S)-2-(((tert-butyldimethylsilyl)oxy)methyl)-1-phenethylpiperidine-3,4,5-triol